rac-tert-butyl (5R,7R,8S)-7,8-dihydroxy-2-azaspiro[4.5]decane-2-carboxylate O[C@@H]1C[C@]2(CCN(C2)C(=O)OC(C)(C)C)CC[C@@H]1O |r|